1,3-dimethyl-3,4,5,6-tetrahydropyrimidinone CN1C(N(CCC1)C)=O